C1(=CC=C(C=C1)N(C1=CC=2C(C3=CC=CC=C3C2C=C1)(C)C)C1=CC=C(C=C1)C1=CC=CC=2C3=CC=CC=C3C3(C12)C1=CC(=CC=C1C=1C=CC(=CC13)C(C)(C)C)C(C)(C)C)C1=CC=CC=C1 N-((1,1'-biphenyl)-4-yl)N-(4-(2',7'-di-tert-butyl-9,9'-spirobi(fluorene)-1-yl)phenyl)-9,9-dimethylfluoren-2-amine